1,8-diaza-7-nonene NCCCCCC=NC